[NH4+].[NH4+].C(C)N1CSC2=C1C=CC(=C2)S(=O)(=O)[O-].C(C)N2CSC1=C2C=CC(=C1)S(=O)(=O)[O-] [3-ethylbenzothiazoline-6-sulfonic acid]-diammonium salt